1-(7-(1-Benzylpiperidin-3-yl)-2-methylpyrazolo[1,5-a]pyrimidin-3-yl)-N-(((2R,6S)-2,6-dimethyltetrahydro-2H-pyran-4-yl)methyl)methanamine C(C1=CC=CC=C1)N1CC(CCC1)C1=CC=NC=2N1N=C(C2CNCC2C[C@H](O[C@H](C2)C)C)C